3-(2-hydroxypropan-2-yl)-N-[(2E)-imidazolidin-2-ylidene]-4-({3-[(3-methylbutyl)carbamoyl]phenyl}amino)benzamide OC(C)(C)C=1C=C(C(=O)N=C2NCCN2)C=CC1NC1=CC(=CC=C1)C(NCCC(C)C)=O